7-{6,8-dimethyl-[1,2,4]triazolo[1,5-a]pyrazin-2-yl}-3-(piperidin-4-yl)quinazolin-4-one CC=1N=C(C=2N(C1)N=C(N2)C2=CC=C1C(N(C=NC1=C2)C2CCNCC2)=O)C